ClC1=C(C(=C(C=C1)O)I)F 4-CHLORO-3-FLUORO-2-IODOPHENOL